(2S)-1-[1-[4-[(2,2-Difluorocyclobutyl)methoxy]phenyl]cyclopropanecarbonyl]-N-[(1S)-1-(2-amino-2-oxo-ethyl)prop-2-ynyl]pyrrolidine-2-carboxamide FC1(C(CC1)COC1=CC=C(C=C1)C1(CC1)C(=O)N1[C@@H](CCC1)C(=O)N[C@H](C#C)CC(=O)N)F